Methyl N-{[6-(4-chlorophenyl)-2-(1-methyl-1H-pyrazol-4-yl)-3-oxo-2,3-dihydropyridazin-4-yl]carbonyl}-D-serinate ClC1=CC=C(C=C1)C=1C=C(C(N(N1)C=1C=NN(C1)C)=O)C(=O)N[C@H](CO)C(=O)OC